N-(1-(3-bromophenyl)cyclopropyl)-3-(2,4-difluorophenyl)-3-hydroxybutanamide BrC=1C=C(C=CC1)C1(CC1)NC(CC(C)(O)C1=C(C=C(C=C1)F)F)=O